3-(8-fluoro-7-(3-hydroxynaphthalen-1-yl)-2-(((S)-1-methylpyrrolidin-2-yl)methoxy)pyrido[4,3-d]pyrimidin-4-yl)-3,8-diazabicyclo[3.2.1]octane-1-carbaldehyde FC1=C(N=CC2=C1N=C(N=C2N2CC1(CCC(C2)N1)C=O)OC[C@H]1N(CCC1)C)C1=CC(=CC2=CC=CC=C12)O